2-fluoro-N-(6-(6-fluoro-7-(isopropylamino)-5-methyl-1H-indazol-4-yl)imidazo[1,2-a]pyrazin-2-yl)cyclopropane-1-carboxamide FC1C(C1)C(=O)NC=1N=C2N(C=C(N=C2)C2=C3C=NNC3=C(C(=C2C)F)NC(C)C)C1